2-(1-acryloyl-4-(7-(3,4-dihydroquinolin-1(2H)-yl)-2-((1-(2-methoxyethyl)pyrrolidin-2-yl)methoxy)-5,6,7,8-tetrahydroquinazolin-4-yl)piperazin-2-yl)acetonitrile C(C=C)(=O)N1C(CN(CC1)C1=NC(=NC=2CC(CCC12)N1CCCC2=CC=CC=C12)OCC1N(CCC1)CCOC)CC#N